NC1=CC=C(C(=C1OC1=C(C(=CC=C1N)F)F)F)F 6-amino-2,3-difluorophenyl ether